ethyl N,N-dioctylcarbamate C(CCCCCCC)N(C(OCC)=O)CCCCCCCC